ClC=1C=CC2=C(N(CC(O2)C(=O)NC23CC(C2)(C3)NC(COC3=CC(=C(C=C3)Cl)F)=O)C(C3=CC=C(C=C3)OC)=O)C1 6-chloro-N-{3-[2-(4-chloro-3-fluorophenoxy)acetamido]bicyclo[1.1.1]pentan-1-yl}-4-(4-methoxybenzoyl)-3,4-dihydro-2H-1,4-benzoxazine-2-carboxamide